BrC1=CC2=C(N(C(S2)=O)C)C=C1OC 6-bromo-5-methoxy-3-methylbenzo[d]thiazol-2(3H)-one